3-(4-Chloro-phenyl)-adamantane-1-carboxylic acid-4-methyl-sulfanyl-benzyl amide CC1=CC=C(CN(C(=O)C23CC4(CC(CC(C2)C4)C3)C3=CC=C(C=C3)Cl)S)C=C1